N1(C=NC2=C1C=CC=C2)C2=CC=C(C=C2)NC(=O)NC=2N(N=C(C2)C(C)(C)C)C2=NC=CC=C2 1-(4-benzoimidazol-1-yl-phenyl)-3-(5-tert-butyl-2-pyridin-2-yl-2H-pyrazol-3-yl)-urea